(5-(5-chloro-2-methoxypyridin-4-yl)-1H-pyrazole-3-carbonyl)-N-(1-(trifluoromethyl)cyclopentyl)piperidine-4-carboxamide ClC=1C(=CC(=NC1)OC)C1=CC(=NN1)C(=O)N1CCC(CC1)C(=O)NC1(CCCC1)C(F)(F)F